C(C)(C)C1=C(NC2=CC=C(C=C12)OCC=1C=NC=CC1)C1=CC(=NC=C1)C 3-Isopropyl-2-(2-methylpyridin-4-yl)-5-(pyridin-3-ylmethoxy)-1H-indol